(R)-3-amino-N-(3-fluoro-4-(trifluoromethoxy)phenyl)piperidine-1-carboxamide ditertiary butyl-dicarbonate C(C)(C)(C)OC(=O)OC(=O)OC(C)(C)C.N[C@H]1CN(CCC1)C(=O)NC1=CC(=C(C=C1)OC(F)(F)F)F